2-(2-((6-Methoxy-2-methyl-1,2,3,4-tetrahydroisoquinolin-7-yl)amino)-7H-pyrrolo[2,3-d]pyrimidin-7-yl)-N,N-dimethylbenzamide COC=1C=C2CCN(CC2=CC1NC=1N=CC2=C(N1)N(C=C2)C2=C(C(=O)N(C)C)C=CC=C2)C